5-(6-amino-1H-benzo[d]imidazole-2-yl)-2-nitrobenzoic acid NC=1C=CC2=C(NC(=N2)C=2C=CC(=C(C(=O)O)C2)[N+](=O)[O-])C1